OC1=C(C=CC(=C1)C(F)(F)F)C=1C2=C(C(=NN1)N[C@H]1CN(CCC1)CCN1C[C@@H](CC1)O)COC2 (R)-1-(2-((R)-3-((4-(2-Hydroxy-4-(trifluoromethyl)phenyl)-5,7-dihydrofuro[3,4-d]pyridazin-1-yl)amino)piperidin-1-yl)ethyl)pyrrolidin-3-ol